4-aminostyrol NC1=CC=C(C=C)C=C1